[Ca].O(C1=CC=CC=C1)C(C(O)=O)(C)C1=CC=C(CC(C)C)C=C1 phenoxyibuprofen calcium